7-((7-nitrobenzo[c][1,2,5]oxadiazol-4-yl)oxy)heptanoic acid [N+](=O)([O-])C1=CC=C(C=2C1=NON2)OCCCCCCC(=O)O